4,5-dihydro-5,5-dimethyl-4-isopropylidene-1H-pyrazole CC1(C(C=NN1)=C(C)C)C